ClC=1C2=C(N=CN1)SC(=C2C2=C(C(=C(C=C2)OCCN2CCN(CC2)C)Cl)C)C2=CC=C(C=C2)F 4-chloro-5-(3-chloro-2-methyl-4-(2-(4-methylpiperazin-1-yl)ethoxy)phenyl)-6-(4-fluorophenyl)thieno[2,3-d]pyrimidine